C1(CC1)C1N(CCN(C1)C=1C2=CN(N=C2C(=CC1)C(NC=1C=C(C=2N(C1)C=C(N2)C)F)=O)CC)C(=O)OC(C)(C)C tert-butyl 2-cyclopropyl-4-[2-ethyl-7-({8-fluoro-2-methylimidazo[1,2-a]pyridin-6-yl}carbamoyl)indazol-4-yl]piperazine-1-carboxylate